C1(=CC=CC=C1)C(C1=CC=CC=C1)=NC1=CC=C(N=N1)N1C[C@@H](N(CC1)C(=O)OC(C)(C)C)C tert-butyl (S)-4-(6-((diphenylmethylene)amino) pyridazin-3-yl)-2-methylpiperazine-1-carboxylate